7-(trifluoromethylsulfonyloxy)-4-azaspiro[2.5]oct-6-ene-4-carboxylic acid tert-butyl ester C(C)(C)(C)OC(=O)N1C2(CC2)CC(=CC1)OS(=O)(=O)C(F)(F)F